C1(=CC=CC=C1)[C@@H]1CC[C@H]2OC3(C(N21)=O)CCN(CC3)C3=CC=C(C=2N3N=CN2)C=2N=CSC2 (5'S,7a'R)-5'-phenyl-1-[8-(1,3-thiazol-4-yl)[1,2,4]triazolo[1,5-a]pyridin-5-yl]tetrahydro-3'H-spiro[piperidine-4,2'-pyrrolo[2,1-b][1,3]oxazol]-3'-one